F/C=C(\CNC(OC(C)(C)C)=O)/COC1=CC2=C(N=C(O2)N(CCC)C)C=C1 tert-butyl (E)-(3-fluoro-2-(((2-(methyl(propyl)amino)benzo[d]oxazol-6-yl)oxy)methyl)allyl)carbamate